N2-[5-(2,5-dihydro-1H-pyrrol-3-yl)thiazol-2-yl]-N4-[2-(6-methyl-2-pyridyl)pyrimidin-4-yl]pyrimidine-2,4-diamine N1CC(=CC1)C1=CN=C(S1)NC1=NC=CC(=N1)NC1=NC(=NC=C1)C1=NC(=CC=C1)C